1-(8-bromopyrido[2,3-e][1,2,4]triazolo[4,3-a]pyrazin-4-yl)-N-methylazetidin-3-amine nitric acid salt [N+](=O)(O)[O-].BrC1=CC2=C(N=C(C=3N2C=NN3)N3CC(C3)NC)N=C1